ethyl 1-ethyl-5-methoxy-1H-pyrazole-3-carboxylate C(C)N1N=C(C=C1OC)C(=O)OCC